C(C=C)(=O)OC1C=C(CCC1)C 3-methyl-2-cyclohexenyl acrylate